C1(=CC=CC=C1)C=1N=CC(=NC1C1=CC=CC=C1)N(CCCCOCC(=O)O)C(C)C 2-(4-((5,6-diphenylpyrazin-2-yl)(isopropyl)amino)butoxy)acetic acid